ClC=1C=CC(=C(C1)C1=CC(=CN=N1)NC1=CC=NC2=CC(=CC=C12)OCCN1CCN(CC1)CCNS(=O)(=O)C)F N-[2-(4-{2-[(4-{[6-(5-chloro-2-fluorophenyl)pyridazin-4-yl]amino}quinolin-7-yl)oxy]ethyl}piperazin-1-yl)ethyl]methanesulfonamide